FC1=CC(=C(C=C1)C1=CC=CC(=N1)C)COC1OCCCC1 6-(4-fluoro-2-(((tetrahydro-2H-pyran-2-yl)oxy)methyl)phenyl)-2-methylpyridine